C(CCCCCCCCCCC)N(C1=CC=CC2=CC=CC=C12)C1=CC=CC=C1 dodecylphenyl-α-naphthylamine